NC=1C(=C(C=CC1)N1CCN(CC1)C(=O)OC(C)(C)C)[N+](=O)[O-] tert-butyl 4-(3-amino-2-nitrophenyl)piperazine-1-carboxylate